C(C)[C@H]1CN(CCN1)[C@@H]1CC[C@H](CC1)N1N=C(C=2C1=NC=NC2N)C2=C(C=C(C=C2)OC2=CC=CC=C2)F 1-((trans)-4-((S)-3-ethylpiperazin-1-yl)cyclohexyl)-3-(2-fluoro-4-phenoxyphenyl)-1H-pyrazolo[3,4-d]pyrimidin-4-amine